NC1=NC(=CC2=C1C(NN=C2CN)=O)C=2C=NN(C2C2=C(C#N)C(=CC(=C2F)Cl)OC2CC2)C 2-(4-(5-amino-1-(aminomethyl)-4-oxo-3,4-dihydropyrido[3,4-d]pyridazin-7-yl)-1-methyl-1H-pyrazol-5-yl)-4-chloro-6-cyclopropoxy-3-fluorobenzonitrile